C(C)(C)(C)OC(=O)N1[C@H](C[C@@H](CC1)N)C trans-tert-butyl-4-amino-2-methylpiperidine-1-carboxylate